1-(4-Methyl-1,3-dihydro-2,6,8a-triaza-as-indacen-2-yl)-2-(1-pyridin-3-yl-azetidin-3-yl)-ethanone CC=1C=2CN(CC2N2C=CN=C2C1)C(CC1CN(C1)C=1C=NC=CC1)=O